OCC1(CN(C1)C(=O)OC(C)(C)C)CCC1=CC=CC=C1 tert-butyl 3-(hydroxymethyl)-3-phenethylazetidine-1-carboxylate